P([O-])([O-])=O.P([O-])([O-])=O.[Zn+2].[Zn+2] zinc bisphosphonate salt